(Z)-1-((9-bromo-1-(((Z)-non-2-en-1-yl)oxy)nonyl)oxy)non-2-en BrCCCCCCCCC(OC\C=C/CCCCCC)OC\C=C/CCCCCC